C(C)(C)[C@@H]1C=C[C@](CC1)(O)C (1S,4R)-4-Isopropyl-1-methyl-2-cyclohexen-1-ol